ClC1=C(C=C(C=C1)C=1C(=NC(=NC1)NS(=O)(=O)C1=CC=CC=C1)C1=CC=C(C=C1)C(F)(F)F)OCC(C)(C)C N-(5-(4-chloro-3-(neopentyloxy)phenyl)-4-(4-(trifluoromethyl)phenyl)pyrimidin-2-yl)benzenesulfonamide